2-bromo-4-(cyclopropylmethyl)-1-(methoxymethyl)benzene BrC1=C(C=CC(=C1)CC1CC1)COC